1-(3-chloro-5-fluorophenyl)-3-(3-bromo-2-hydroxymethylphenyl)urea ClC=1C=C(C=C(C1)F)NC(=O)NC1=C(C(=CC=C1)Br)CO